3,4-dimercapto-[1,2,5]-thiadiazole SC1=NSN=C1S